(R)-N-(4-(7-fluoro-3-methyl-2-oxo-2,3-dihydrobenzoxazol-5-yl)-5,6,7,8-tetrahydroisoquinolin-8-yl)propanamide FC1=CC(=CC=2N(C(OC21)=O)C)C2=CN=CC=1[C@@H](CCCC21)NC(CC)=O